6-(3-((1s,3R)-3-methoxy-1-(4-methyl-4H-1,2,4-triazol-3-yl)cyclobutyl)phenyl)-2-(((S)-3-methylpiperidin-1-yl)methyl)-4-(trifluoromethyl)-1,6-dihydro-7H-pyrrolo[2,3-c]pyridin-7-one COC1CC(C1)(C1=NN=CN1C)C=1C=C(C=CC1)N1C(C2=C(C(=C1)C(F)(F)F)C=C(N2)CN2C[C@H](CCC2)C)=O